3,4-Bis(trifluoromethyl)benzoic acid [(2R)-3-(3-ethyl-4-oxo-spiro[6,8-dihydro-5H-pyrazolo[4,3-c]azepin-7,4'-tetrahydropyran]-1-yl)-2-methyl-propyl] ester C(C)C1=NN(C2=C1C(NCC1(CCOCC1)C2)=O)C[C@H](COC(C2=CC(=C(C=C2)C(F)(F)F)C(F)(F)F)=O)C